C[Se]C1=C2C=CC=C(C2=CC=C1)N1N=C(C=C1)C1=CC=CC=C1 5-methylseleno-1-naphthyl-3-phenyl-1H-pyrazole